(3S,5S)-3-{[8-carbamoyl-6-(5-cyanoquinolin-6-yl)pyrido[3,2-d]pyrimidin-4-yl]amino}-5-fluoropiperidin-1-carboxylic acid tert-butyl ester C(C)(C)(C)OC(=O)N1C[C@H](C[C@@H](C1)F)NC=1C2=C(N=CN1)C(=CC(=N2)C=2C(=C1C=CC=NC1=CC2)C#N)C(N)=O